NC1=NC=2C=NC(=CC2C2=C1C(=NN2C)C)C(=O)N([C@@H]2COC1=C2C=CC(=C1)S(F)(F)(F)(F)F)C 4-amino-N,1,3-trimethyl-N-((3S)-6-(pentafluoro-lambda~6~-sulfanyl)-2,3-dihydro-1-benzofuran-3-yl)-1H-pyrazolo[4,3-c][1,7]naphthyridine-8-carboxamide